2-bromo-4-(1,3-dioxolan-2-yl)thiazole BrC=1SC=C(N1)C1OCCO1